C1(=CC=C(C=C1)OCCCOCCCOCCC1=CC=C(C=C1)C1=CC(=CC=C1)OCCCO)C1=CC=CC=C1 3-((4'-(2-(3-(3-([1,1'-biphenyl]-4-yloxy)propoxy)propoxy)ethyl)-[1,1'-biphenyl]-3-yl)oxy)propan-1-ol